2,2,2-tris(fluoranyl)acetic acid FC(C(=O)O)(F)F